C1(CCCCC1)C1(CCCCC1)C(=O)O 1-cyclohexylcyclohexanecarboxylic acid